N-(4-(4-amino-5-(3-methoxy-4-(pyridin-2-yloxy)phenyl)-7-methyl-7H-pyrrolo[2,3-d]pyrimidin-6-yl)phenyl)propionamide NC=1C2=C(N=CN1)N(C(=C2C2=CC(=C(C=C2)OC2=NC=CC=C2)OC)C2=CC=C(C=C2)NC(CC)=O)C